1-(7-(4-(trifluoromethyl)benzyl)-3,4-dihydroisoquinolin-2(1H)-yl)prop-2-en-1-one FC(C1=CC=C(CC2=CC=C3CCN(CC3=C2)C(C=C)=O)C=C1)(F)F